(4-(((1s,3r,4s,5s,7s)-4-hydroxyadamantan-1-yl)amino)-2-((4-(4-methylpiperazin-1-yl)phenyl)amino)-7H-pyrrolo[2,3-d]pyrimidin-5-yl)methanone OC1[C@H]2CC3(CC(C[C@H]1C3)C2)NC=2C3=C(N=C(N2)NC2=CC=C(C=C2)N2CCN(CC2)C)NC=C3C=O